COC(COC1CN(C1)C(=O)OCC1=CC=CC=C1)OC benzyl 3-(2,2-dimethoxyethoxy)azetidine-1-carboxylate